5-chloro-2-{[(oxan-4-ylmethyl)amino]methyl}-7,8-dihydro-6H-spiro[[1,3]oxazolo[5,4-f]quinazoline-9,1'-cyclohexane]-7-one ClC=1C=C2C(=C3C1NC(NC31CCCCC1)=O)OC(=N2)CNCC2CCOCC2